2-(3-bromophenyl)-N-(tert-butyl)-2H-indazole-3-carboxamide BrC=1C=C(C=CC1)N1N=C2C=CC=CC2=C1C(=O)NC(C)(C)C